methyl [{(3S)-7-(benzyloxy)-3-[(tert-butoxycarbonyl)amino]-5-fluoro-3,4-dihydro-2H-1-benzopyran-6-yl}(trifluoroacetyl)amino]acetate C(C1=CC=CC=C1)OC1=CC2=C(C[C@@H](CO2)NC(=O)OC(C)(C)C)C(=C1N(C(C(F)(F)F)=O)CC(=O)OC)F